CN1CC(C1)CNC=1C(=CN(C(C1)=O)C1CCOCC1)C(=O)N 4-(((1-methylazetidin-3-yl)methyl)amino)-6-oxo-1-(tetrahydro-2H-pyran-4-yl)-1,6-dihydropyridine-3-carboxamide